(1R,2S,4S,6S)-6-((2-amino-7-(1H-pyrazol-5-yl)quinazolin-4-yl)amino)bicyclo[2.2.1]heptan-2-ol NC1=NC2=CC(=CC=C2C(=N1)N[C@H]1C[C@H]2C[C@@H]([C@@H]1C2)O)C2=CC=NN2